FC1=NNC=2C=CC3=C(C12)CCCC(=C3)CC(F)(F)F 1-fluoro-7-(2,2,2-trifluoroethyl)-3,8,9,10-tetrahydrocyclohepta[e]indazol